NC1=CC(=NC=C1C(=O)OC)SC(F)(F)F methyl 4-amino-6-((trifluoromethyl)thio)nicotinate